C1(=CC=CC2=CC=CC=C12)CCC(=O)O 3-(naphthalen-1-yl)propanoic acid